1-(benzo[d]isoxazol-3-yl)-N,N-bis(2,4-dimethoxybenzyl)-3-hydroxypropane-1-sulfonamide O1N=C(C2=C1C=CC=C2)C(CCO)S(=O)(=O)N(CC2=C(C=C(C=C2)OC)OC)CC2=C(C=C(C=C2)OC)OC